C(CC)N[C@H]1CC2=CC=CC(=C2CC1)OC |r| racemic-2-(N-propylamino)-5-methoxytetralin